FC=1C=C(C(NC1)=O)[C@@H]1N(C[C@H](C1)F)C=1C=CC=2N(N1)C(=CN2)C2=NC=NC(=C2)CO 5-fluoro-3-((2R,4S)-4-fluoro-1-(3-(6-(hydroxymethyl)pyrimidin-4-yl)imidazo[1,2-b]pyridazin-6-yl)pyrrolidin-2-yl)pyridin-2(1H)-one